C1(=CC=CC=C1)C1CCNC=C1 4-Phenyl-tetrahydropyridine